benzyl 4-(2-(tert-butoxycarbonyl)hydrazinyl)piperidine-1-carboxylate C(C)(C)(C)OC(=O)NNC1CCN(CC1)C(=O)OCC1=CC=CC=C1